piperazin-2,3-dione N1C(C(NCC1)=O)=O